9-Fluoro-6-methyl-2,3,4,5-tetrahydro-1H-pyrido[4,3-b]indole hydrochloride Cl.FC=1C=2C3=C(NC2C(=CC1)C)CCNC3